N[C@H]1CN(CCC1)C(=O)C=1C=C2OCCN3C(=NC(C1)=C32)C=3N(C2=CC=C(C=C2C3)F)CC3CC3 (R)-(3-aminopiperidin-1-yl)(2-(1-(cyclopropylmethyl)-5-fluoro-1H-indol-2-yl)-3,4-dihydro-5-oxa-1,2a-diazaacenaphthylen-7-yl)methanone